CS(=O)(=O)C1(CC1)C1=NN=CO1 5-(1-methylsulfonylcyclopropyl)-1,3,4-oxadiazole